1-[6-[2-[(4S)-4-aminopentyl]-8-fluoro-1-oxo-6-isoquinolinyl]-3-pyridinyl]cyclopropanecarbonitrile N[C@H](CCCN1C(C2=C(C=C(C=C2C=C1)C1=CC=C(C=N1)C1(CC1)C#N)F)=O)C